Methyl-2-amino-4-chloro-1-methyl-1H-benzimidazol-7-carboxylat COC(=O)C1=CC=C(C2=C1N(C(=N2)N)C)Cl